N-((3S,4S)-3-((6-(2,6-difluoro-3,5-dimethoxyphenyl)-8-(3,3-difluoroazetidin-1-yl)pyrido[3,4-d]pyrimidin-2-yl)amino)tetrahydro-2H-pyran-4-yl)acrylamide FC1=C(C(=C(C=C1OC)OC)F)C1=CC2=C(N=C(N=C2)N[C@@H]2COCC[C@@H]2NC(C=C)=O)C(=N1)N1CC(C1)(F)F